C(C1=CC=CC=C1)OCC=1N(C=2N(C(N=C(C2N1)O)=O)C)C 8-((benzyloxy)methyl)-6-hydroxy-3,9-dimethyl-3,9-dihydro-2H-purin-2-one